2-(1-methyl-piperidin-4-yl)-ethanone CN1CCC(CC1)CC=O